NC[C@@]1(OC2=C(C1)C(=C(C(=C2)F)Cl)C2=C(C(=O)N)C=CC(=C2F)OCCC(F)F)C2=CC=CC=C2 2-((2S,4S)-2-(aminomethyl)-5-chloro-6-fluoro-2-phenyl-2,3-dihydrobenzofuran-4-yl)-4-(3,3-difluoropropoxy)-3-fluorobenzamide